N,N-dimethylaziridine-3-amine CN(C1CN1)C